2-[2-(pyridin-3-yl)-2H-indazol-5-yl]-1,2,4-triazolidine-3,5-dione N1=CC(=CC=C1)N1N=C2C=CC(=CC2=C1)N1NC(NC1=O)=O